C1(CCC1)N1C=C(C=2C1=NC=C(C2)C(=O)OC)C methyl 1-cyclobutyl-3-methylpyrrolo[2,3-b]pyridine-5-carboxylate